N1=CC=C(C=C1)C1=NOC(=N1)C=1C=CC2=C(C(CC3(CCOCC3)O2)=O)C1 6-[3-(pyridin-4-yl)-1,2,4-oxadiazol-5-yl]-3,4-dihydrospiro[1-benzopyran-2,4'-oxane]-4-one